6,6-dimethyl-N'-(tricyclo[6.2.0.03,6]deca-1,3(6),7-trien-2-ylcarbamoyl)-6,7-dihydro-5H-pyrazolo[5,1-b][1,3]oxazine-3-sulfonimidamide CC1(CN2C(OC1)=C(C=N2)S(=O)(N)=NC(NC2=C1CCC1=CC=1CCC21)=O)C